aziridinate N1(CC1)C(=O)[O-]